C(C)(C)(C)OC(=O)N1C(CCCC1)C=1OC(=NN1)Br 2-(5-bromo-1,3,4-oxadiazol-2-yl)piperidine-1-carboxylic acid tert-butyl ester